2,6-dihydroxy-3'-methyl-4-pentyl-N-(pyridin-3-ylsulfonyl)-[1,1'-biphenyl]-3-carboxamide OC1=C(C(=CC(=C1C(=O)NS(=O)(=O)C=1C=NC=CC1)CCCCC)O)C1=CC(=CC=C1)C